C1C2C3CCC(C3=C1CC2)C=O hexahydro-4,7-methyleneindene-1-carbaldehyde